C1(CCC1)C=1C(=NN(C1)COCC[Si](C)(C)C)N 4-cyclobutyl-1-((2-(trimethylsilyl)ethoxy)methyl)-1H-pyrazol-3-amine